ClC1=NC=CC(=N1)C1CC=2N(C3=C(N2)C(=CC=C3)F)C1(C)C (2-chloropyrimidin-4-yl)-5-fluoro-1,1-dimethyl-2,3-dihydro-1H-benzo[d]pyrrolo[1,2-a]imidazole